N1=C2C(=CC=C1)CN=C2 5H-pyrrolo[3,4-b]pyridine